2,5-dimethyl-2,5-di(tert-pentylperoxy)hexyne tert-butyl-4-((4-(N-(3-cyano-4-methyl-1H-indol-7-yl)sulfamoyl)phenyl)sulfonyl)-2-methylpiperazine-1-carboxylate C(C)(C)(C)OC(=O)N1C(CN(CC1)S(=O)(=O)C1=CC=C(C=C1)S(NC=1C=CC(=C2C(=CNC12)C#N)C)(=O)=O)C.CC(C)(C#CC(C)(OOC(C)(C)CC)C)OOC(C)(C)CC